COCCOCCOCCOCCOC1=C2C(=CNC2=CC=C1)CCN(C)C 2-(4-((2,5,8,11-tetraoxatridecan-13-yl)oxy)-1H-indol-3-yl)-N,N-dimethylethan-1-amine